C(=C)NC(CCC(=O)NN)=O N-vinyl-succinamic acid hydrazide